6-fluoro-1-(2-isopropyl-4-methylpyridin-3-yl)-N-methyl-2-oxo-1,2-dihydro-1,8-naphthyridine-3-carboxamide FC=1C=C2C=C(C(N(C2=NC1)C=1C(=NC=CC1C)C(C)C)=O)C(=O)NC